(furan-3-yl)benzyl alcohol O1C=C(C=C1)C(C1=CC=CC=C1)O